2,6-Difluoro-3-(1-methyl-6-(8-oxa-5-azaspiro[3.5]nonan-5-yl)-1H-pyrazolo[3,4-b]pyridin-3-yl)-5-(trifluoromethyl)phenol FC1=C(C(=C(C=C1C1=NN(C2=NC(=CC=C21)N2C1(CCC1)COCC2)C)C(F)(F)F)F)O